(1-(9-ethyl-9H-carbazol-3-yl)-5-phenyl-1H-1,2,3-triazol-4-yl)(4-nitrophenyl)methanol C(C)N1C2=CC=CC=C2C=2C=C(C=CC12)N1N=NC(=C1C1=CC=CC=C1)C(O)C1=CC=C(C=C1)[N+](=O)[O-]